FC(C1=C(C(C2=CC=C(C=C2)OC(F)F)OC2CN(C2)C(=O)NC2CCCCC2)C=CC=C1)(F)F 3-[2-(trifluoromethyl)-4'-(difluoromethoxy)benzhydryloxy]-N-(cyclohexyl)azetidine-1-carboxamide